C(#N)C1=NC2=CC(=CC(=C2N=C1C1CCN(CC1)C1=CC=C(C=C1)C#N)[C@@H](C)NC1=C(C(=O)O)C=CC=C1)C (R)-2-((1-(2-cyano-3-(1-(4-cyanophenyl)piperidin-4-yl)-7-methylquinoxalin-5-yl)ethyl)amino)benzoic acid